C1(=CC=C(C=C1)S(=O)(=O)SCCCN)C S-(3-aminopropyl) para-tolylthiosulfonate